methyl-butyn chloride [Cl-].CC#CCC